BrC1=CC=C2C(=C1F)OCC[C@]21NC(OC1)=O (S)-7-bromo-8-fluorospiro[chroman-4,4'-oxazolidine]-2'-one